CN1CCN(CC1)C=1C=C2C(=NC1)NC=N2 6-(4-methylpiperazin-1-yl)-3H-imidazo[4,5-b]Pyridine